4-hydroxy-N-(4-hydroxyphenyl)benzenesulfonamide tert-Butyl-3-[2-(4-bromopyridin-2-yl)-1H-imidazol-4-yl]pyrrolidine-1-carboxylate C(C)(C)(C)OC(=O)N1CC(CC1)C=1N=C(NC1)C1=NC=CC(=C1)Br.OC1=CC=C(C=C1)S(=O)(=O)NC1=CC=C(C=C1)O